(2S)-2-[9H-fluoren-9-ylmethoxycarbonyl(methyl)amino]-4,4-difluoro-butanoic acid C1=CC=CC=2C3=CC=CC=C3C(C12)COC(=O)N([C@H](C(=O)O)CC(F)F)C